NCCN1CC2=CC=C(C=C2C1)C(=O)OC.[O].[Rh] rhodium oxygen methyl 2-(2-aminoethyl)-2,3-dihydro-1H-isoindole-5-carboxylate